CC1=C(N)C=CC(=C1)C1=NN(C=N1)C1=CC=C(C=C1)S(=O)(=O)C(F)(F)F 2-methyl-4-(1-(4-((trifluoromethyl)sulfonyl)phenyl)-1H-1,2,4-triazol-3-yl)aniline